O[C@@H](C(=O)NC1=CC=C(C=C1)C(F)(F)F)C1=CC=CC=C1 (R)-2-hydroxy-2-phenyl-N-(4-(trifluoromethyl)phenyl)acetamide